C(C)N1N=CC(=C1O)C1=CC(=CN(C1=O)C)C(=O)OC methyl 5-(1-ethyl-5-hydroxypyrazol-4-yl)-1-methyl-6-oxopyridine-3-carboxylate